4-(1-(4-fluorobenzyl)-5-methoxy-1H-indazol-6-yl)-3,5-dimethylisoxazole FC1=CC=C(CN2N=CC3=CC(=C(C=C23)C=2C(=NOC2C)C)OC)C=C1